4-((1-((6-chloropyridin-3-yl)((2-(trimethylsilyl)ethoxy)methyl)amino)isoquinolin-6-yl)oxy)cyclohexan-1-one ClC1=CC=C(C=N1)N(C1=NC=CC2=CC(=CC=C12)OC1CCC(CC1)=O)COCC[Si](C)(C)C